bis(4-aminophenyl)-N4,N4'-dimethylbenzidine NC1=CC=C(C=C1)N(C1=CC=C(C2=CC=C(N(C)C3=CC=C(C=C3)N)C=C2)C=C1)C